N-(tetrahydro-2H-pyran-4-yl)pyrimidin-4-carboxamide O1CCC(CC1)NC(=O)C1=NC=NC=C1